BrC1=CC(=C(C=C1)C=1C=2N(C(NN1)=S)C=CC2)OC 1-(4-bromo-2-methoxyphenyl)pyrrolo[1,2-d][1,2,4]triazine-4(3H)-thione